(4-amino-3,5-difluorophenyl)(8-(6-methoxy-2-(methoxymethyl)-1-methyl-4-(methylamino)-1H-benzo[d]imidazol-5-yl)indolizin-3-yl)methanone NC1=C(C=C(C=C1F)C(=O)C1=CC=C2C(=CC=CN12)C1=C(C2=C(N(C(=N2)COC)C)C=C1OC)NC)F